O(S(=O)(=O)C(F)(F)F)C=1C=C2CCN3C(C2=CC1)=CC=NC3=O 4-oxo-6,7-dihydro-4H-pyrimido[6,1-a]isoquinolin-9-yl triflate